O=C1NC(CCC1N1C(C2=CC=CC(=C2C1=O)NCCCC(=O)N[C@H](C(=O)N1CCN(CC1)C(CN1N=CC(=C1)C1=CC=C(C=C1)C1=CN=CC2=CC=CC=C12)=O)CCCCCCCCC)=O)=O 4-[[2-(2,6-dioxo-3-piperidyl)-1,3-dioxo-isoindolin-4-yl]amino]-N-[l-1-[4-[2-[4-[4-(4-isoquinolyl)phenyl]pyrazol-1-yl]acetyl]piperazin-1-yl]-l-1-oxo-undecyl]butanamide